C(CC1CO1)C1=CC=C(C(=O)C2=CC=C(C=C2)CCC2CO2)C=C1 4,4'-bis(3,4-epoxybutyl)benzophenone